N-(4-fluorophenyl)-N,7-dimethyl-3-[6-[(2-methylpyrazole-3-carbonyl)amino]-3-pyridyl]benzimidazole-5-carboxamide FC1=CC=C(C=C1)N(C(=O)C1=CC2=C(N=CN2C=2C=NC(=CC2)NC(=O)C=2N(N=CC2)C)C(=C1)C)C